C1(CC1)N1N=C(C(=C1)OC1=CC(=C(C=C1)C(F)(F)F)[N+](=O)[O-])C1CCOCC1 1-cyclopropyl-4-(3-nitro-4-(trifluoromethyl)phenoxy)-3-(tetrahydro-2H-pyran-4-yl)-1H-pyrazole